1-(2,4-dihydroxyphenyl)-3-(3,4-dihydroxyphenyl)propan-1-one OC1=C(C=CC(=C1)O)C(CCC1=CC(=C(C=C1)O)O)=O